NC1=NC(=C2N(C(N(C2=N1)CC1=C(C=C(C=C1)F)F)=O)C)C=1OC=CC1 2-amino-9-((2,4-difluorophenyl)methyl)-6-(furan-2-yl)-7-methyl-8,9-dihydro-7H-purin-8-one